[SiH]1=CC=CC=C1 Silain